FC(=C(I)F)F 1,1,2-trifluoro-2-iodo-ethene